N-(3-((5-(4-(Aminomethyl)-4-methylpiperidin-1-yl)-6-oxo-1,6-dihydropyrazin-2-yl)-thio)-2-chlorophenyl)-7-hydroxy-5-oxo-5H-thiazolo[3,2-a]pyrimidin-6-carboxamid NCC1(CCN(CC1)C1=NC=C(NC1=O)SC=1C(=C(C=CC1)NC(=O)C1=C(N=C2N(C1=O)C=CS2)O)Cl)C